N,N,N',N'-ethylenediaminetetrakis(methylenephosphonic acid) C(CN(CP(=O)(O)O)CP(=O)(O)O)N(CP(=O)(O)O)CP(=O)(O)O